(3-(bicyclo[2.2.1]heptan-2-yl)phenyl)boronic acid C12C(CC(CC1)C2)C=2C=C(C=CC2)B(O)O